C(C)(C)(C)OC(=O)N1CC(C(CC1)OC1=C2C(=NC=NC2=CC(=C1)OC)NC1=C(C=C(C(=C1)C)OC1=CC=2N(C=C1)N=CN2)OC)(F)F 4-((4-((4-([1,2,4]triazolo[1,5-a]pyridin-7-yloxy)-2-methoxy-5-methylphenyl)amino)-7-methoxyquinazolin-5-yl)oxy)-3,3-difluoropiperidine-1-carboxylic acid tert-butyl ester